5-(((2S,4R)-4-fluoro-2-(3-(3-phenylpropyl)-1,2,4-oxadiazole-5-yl)pyrrolidin-1-yl)sulfonyl)-N,N-dimethylnaphthalen-1-amine F[C@@H]1C[C@H](N(C1)S(=O)(=O)C1=C2C=CC=C(C2=CC=C1)N(C)C)C1=NC(=NO1)CCCC1=CC=CC=C1